OCCOCCO R-hydroxyethyl ether